(4R)-N-[3-hydroxy-3-(trifluoromethyl)chroman-4-yl]-4-(2-imino-4,4-dimethyl-6-oxo-hexahydropyrimidin-1-yl)chromane-6-carboxamide OC1(COC2=CC=CC=C2C1NC(=O)C=1C=C2[C@@H](CCOC2=CC1)N1C(NC(CC1=O)(C)C)=N)C(F)(F)F